O=C1CCC(CC1)N1N=CC(=C1)C=1N=C(C=2N(C1)N=CC2C#N)C=2C=NC(=CC2)N2C[C@H]1COC[C@@H](C2)N1CC1=NC=CC=C1 6-(1-(4-oxocyclohexyl)-1H-pyrazol-4-yl)-4-(6-((1R,5S)-9-(pyridin-2-ylmethyl)-3-oxa-7,9-diazabicyclo[3.3.1]nonan-7-yl)pyridin-3-yl)pyrazolo[1,5-a]pyrazine-3-carbonitrile